1-(1-(6-(2,6-DIOXOPIPERIDIN-3-YL)PYRIDIN-3-YL)PIPERIDINE-4-CARBONYL)-4-METHYLPIPERIDINE O=C1NC(CCC1C1=CC=C(C=N1)N1CCC(CC1)C(=O)N1CCC(CC1)C)=O